ClC=1C=CC=CC1OCCC 3-chloro-4-propoxy-benzene